O-methyl-N-nitroisourea COC(N[N+](=O)[O-])=N